C1(=CC=CC=C1)NC=1C2=C(N=CN1)C=CS2 N-phenylthieno[3,2-d]Pyrimidine-4-amine